N-(3-chloro-5-(methylsulfonylamino)phenyl)-1-(2,4-difluoro-6-(oxazol-5-ylmethoxy)phenyl)-1H-pyrazole-4-carboxamide ClC=1C=C(C=C(C1)NS(=O)(=O)C)NC(=O)C=1C=NN(C1)C1=C(C=C(C=C1OCC1=CN=CO1)F)F